6-((3-cyanobicyclo[1.1.1]pentan-1-yl)methoxy)-4-(6-(6-((5-Fluoro-6-methoxypyridin-3-yl)methyl)-3,6-diazabicyclo[3.1.1]heptan-3-yl)pyridin-3-yl)Pyrazolo[1,5-a]pyridine-3-carbonitrile C(#N)C12CC(C1)(C2)COC=2C=C(C=1N(C2)N=CC1C#N)C=1C=NC(=CC1)N1CC2N(C(C1)C2)CC=2C=NC(=C(C2)F)OC